2,4-Dichloro-6-nitrophenol ClC1=C(C(=CC(=C1)Cl)[N+](=O)[O-])O